2-(3-benzyloxy-1-naphthyl)-4,4,5,5-tetramethyl-1,3,2-dioxaborolane C(C1=CC=CC=C1)OC=1C=C(C2=CC=CC=C2C1)B1OC(C(O1)(C)C)(C)C